FC(C(C(F)(F)F)(O)C1=CC=C(C=C1)C1=C(C=C(C=C1)CN1CC2CCC(C1)N2S(=O)(=O)C)C(F)(F)F)(F)F 1,1,1,3,3,3-hexafluoro-2-(4'-((8-(methylsulfonyl)-3,8-diazabicyclo[3.2.1]octan-3-yl)methyl)-2'-(trifluoromethyl)-[1,1'-biphenyl]-4-yl)propan-2-ol